FC1(CCC(CC1)O\N=C(/C)\C1=CC=C(C=N1)CNS(=O)=O)F (E)-N-(6-(1-(((4,4-difluorocyclohexyl)oxy)imino)ethyl)pyridin-3-yl)methylsulfonamide